5-(2,2-diphenyl-ethyl)-2-phenylpyridine C1(=CC=CC=C1)C(CC=1C=CC(=NC1)C1=CC=CC=C1)C1=CC=CC=C1